FC(=O)F perfluorocarbonyl fluoride